1-((1-(4-(1H-pyrazol-4-yl)phenyl)piperidin-4-yl)methyl)piperidin-2-one N1N=CC(=C1)C1=CC=C(C=C1)N1CCC(CC1)CN1C(CCCC1)=O